benzyl 3,8-diazabicyclo[3.2.1]oct-6-ene-3-carboxylate C12CN(CC(C=C1)N2)C(=O)OCC2=CC=CC=C2